NC1=NC(=C(C=2N1C(N(N2)CC2=NC=C(C=C2)Cl)=O)C2=CC(=NC(=C2)C)CO)C2=CC=C(C=C2)F 5-amino-2-[(5-chloro-2-pyridyl)methyl]-7-(4-fluorophenyl)-8-[2-(hydroxymethyl)-6-methyl-4-pyridyl]-[1,2,4]triazolo[4,3-c]pyrimidin-3-one